NCC(CC(=O)N[C@H](C(=O)N1[C@@H](C[C@H](C1)O)C(=O)N[C@@H](C)C1=CC=C(C=C1)C1=C(N=CS1)C)C(C)(C)C)(C)C (2S,4R)-1-((S)-2-(4-Amino-3,3-dimethylbutanamido)-3,3-dimethylbutanoyl)-4-hydroxy-N-((S)-1-(4-(4-methylthiazol-5-yl)phenyl)ethyl)pyrrolidine-2-carboxamide